NC1=NN2C(N=CC(=C2)Br)=C1C#N 2-amino-6-bromopyrazolo[1,5-a]pyrimidine-3-carbonitrile